(((9H-fluoren-9-yl)methoxy)carbonyl)-N-methyl-L-glutamic acid C1=CC=CC=2C3=CC=CC=C3C(C12)COC(=O)N([C@@H](CCC(=O)O)C(=O)O)C